C(C)(C)(C)N(C(=O)OCC(C(C1=CC=C(C=C1)F)N1[C@@H](CN[C@H](C1)C)C)(F)F)CC1(CC1)CCOCC1=CC=CC=C1 3-((2r,5s)-2,5-dimethylpiperazin-1-yl)-2,2-difluoro-3-(4-fluorophenyl)propan-1-ol tert-butyl-((1-(2-(benzyloxy)ethyl)cyclopropyl)methyl)carbamate